[3-bromo-5H,6H,7H-cyclopenta[b]pyridin-7-yl]benzamide BrC=1C=C2C(=NC1)C(CC2)C2=C(C(=O)N)C=CC=C2